(S)-9-(2-Cyclopropyl-2-oxoethyl)-2-((R)-3-methylmorpholin-4-yl)-8-trifluoromethyl-6,7,8,9-tetrahydro-pyrimido[1,2-a]-pyrimidin-4-one C1(CC1)C(CN1[C@@H](CCN2C1=NC(=CC2=O)N2[C@@H](COCC2)C)C(F)(F)F)=O